NCCOCC(C)(O)C 1-(2-aminoethoxy)-2-methylpropan-2-ol